COC=1C=C2C(=C3C(=NC2=CC1)CCCCC3)NC3CCN(CC3)C N-{2-methoxy-6H,7H,8H,9H,10H-cyclohepta[b]quinolin-11-yl}-1-methylpiperidin-4-amine